5-cyano-3,4-dimethylpyridine-2-carboxylic acid C(#N)C=1C(=C(C(=NC1)C(=O)O)C)C